C1(CC1)C1=NC(=CC(=N1)C(=O)NC1=CC(=CC=C1)C1(COC1)CC1=NOC=C1C)C 2-cyclopropyl-6-methyl-N-(3-{3-[(4-methyl-1,2-oxazol-3-yl)methyl]oxetan-3-yl}phenyl)pyrimidine-4-carboxamide